4-methylcyclopenta[c]furan CC1=CC=C2COC=C21